bis(2,4-di-t-butylphenyl)dipentaerythritol C(C)(C)(C)C1=C(C=CC(=C1)C(C)(C)C)C(OC(C(CO)(CO)CO)C1=C(C=C(C=C1)C(C)(C)C)C(C)(C)C)C(CO)(CO)CO